N-tert-butyl(1-bromo-8-iodoisoquinolin-3-yl)(tert-butoxycarbonyl)carbamate C(C)(C)(C)N(C([O-])=O)C(=O)OC(CC=1N=C(C2=C(C=CC=C2C1)I)Br)(C)C